NC1C2CCC(C1)C2 exo-2-aminobicyclo[2.2.1]heptane